3-Benzyl-1-((1-(2-(4-fluorophenyl)-2-oxoethyl)piperidin-4-yl)methyl)-1-methylurea C(C1=CC=CC=C1)NC(N(C)CC1CCN(CC1)CC(=O)C1=CC=C(C=C1)F)=O